3-phenyl-5-methylisoxazol C1(=CC=CC=C1)C1=NOC(=C1)C